4-(4,6-dimethylpyridin-2-yl)-6-(6-(trifluoromethyl)pyridin-2-yl)-N-(2-(trifluoromethyl)pyridin-4-yl)-1,3,5-triazin-2-amine CC1=CC(=NC(=C1)C)C1=NC(=NC(=N1)C1=NC(=CC=C1)C(F)(F)F)NC1=CC(=NC=C1)C(F)(F)F